OC1=CC=C(CCO)C=C1 para-hydroxybenzyl-methyl alcohol